N-(2,2-diethoxyethyl-1,1-d2)-2-(2-(N-(1-(1-(naphthalen-1-yl)ethyl)piperidin-4-yl)methylsulfonamido)acetamido)acetamide C(C)OC(C([2H])([2H])NC(CNC(CN(S(=O)(=O)C)C1CCN(CC1)C(C)C1=CC=CC2=CC=CC=C12)=O)=O)OCC